ClC1=C(C=CC(=C1O)O)C(C(=O)NN1C(N(CC1)C1(CN2C(CC2S1)=O)C(=O)O)=O)=O 3-(3-(2-(2-chloro-3,4-dihydroxyphenyl)-2-oxoacetamido)-2-oxoimidazolidin-1-yl)-7-oxo-4-thia-1-azabicyclo[3.2.0]heptane-3-carboxylic acid